FC1=CC=C(C=C1)C1=C(C=CC(=C1)C(=O)N1CCNCC1)O[C@@H]1CN(CC1)C(=O)OC(C)(C)C tert-butyl (S)-3-((4'-fluoro-5-(piperazine-1-carbonyl)-[1,1'-biphenyl]-2-yl)oxy)pyrrolidine-1-carboxylate